C1=CC=CC=2C3=CC=CC=C3C(C12)COC(=O)NC1C2CN(CC12)C(=O)OC(C)(C)C tert-Butyl 6-((((9H-fluoren-9-yl)methoxy)carbonyl)amino)-3-azabicyclo[3.1.0]hexane-3-carboxylate